3,5-di-tert-butyl-4-hydroxyhydrocinnamic hydrazide C(C)(C)(C)C=1C=C(CCC(=O)NN)C=C(C1O)C(C)(C)C